tert-butyl (S)-(1-(6-chloropyrido[2,3-b]pyrazin-2-yl)azepan-4-yl)carbamate ClC=1C=CC=2C(=NC=C(N2)N2CC[C@H](CCC2)NC(OC(C)(C)C)=O)N1